Bromocyclobutan BrC1CCC1